2-(6-Bromopyridin-3-yl)acetic acid BrC1=CC=C(C=N1)CC(=O)O